acetic acid-(Z)-10-tetradecenyl ester C(CCCCCCCC\C=C/CCC)OC(C)=O